C(C)(=O)OC1=CC=CC2=CC=CC=C12 α-naphthyl acetate